2,4-dichloro-4-ethoxy-1-naphthyl carbonate C(OC1=C(CC(C2=CC=CC=C12)(OCC)Cl)Cl)([O-])=O